NC1=CC=C(C=C1)C(O)C1=CN=C2N1C=CC=C2 (4-Aminophenyl)imidazo[1,2-a]pyridin-3-yl-methanol